1-(4-((4-((3R,4R)-4-(3,4-dihydroisoquinolin-2(1H)-yl-1,1-d2)-3-hydroxypiperidine-1-carbonyl)-5-fluoropyridin-2-yl)amino)piperidin-1-yl)ethan-1-one C1(N(CCC2=CC=CC=C12)[C@H]1[C@@H](CN(CC1)C(=O)C1=CC(=NC=C1F)NC1CCN(CC1)C(C)=O)O)([2H])[2H]